1-{4-[4-chloro-7-(3-methoxy-phenyl)-7H-pyrrolo[2,3-d]pyrimidin-5-yl]-phenoxy}-3-morpholin-4-yl-propan-2-ol formic acid salt C(=O)O.ClC=1C2=C(N=CN1)N(C=C2C2=CC=C(OCC(CN1CCOCC1)O)C=C2)C2=CC(=CC=C2)OC